(S)-5-Cyano-N-ethyl-N-(2,2,2-trifluoro-1-(3-methoxyphenyl)ethyl)pyridine-3-sulfonamide C(#N)C=1C=C(C=NC1)S(=O)(=O)N([C@H](C(F)(F)F)C1=CC(=CC=C1)OC)CC